NC1=NC=NN2C1=CC=C2[C@]2([C@@H]([C@@H]([C@H](O2)COC(=O)OCCCCCCC(=O)O)O)O)C#N 7-(((((2R,3S,4R,5R)-5-(4-aminopyrrolo[2,1-f][1,2,4]triazin-7-yl)-5-cyano-3,4-dihydroxytetrahydrofuran-2-yl)methoxy)carbonyl)oxy)heptanoic acid